N-(3-((4-((2-Amino-4-phenylthiazol-5-yl)oxy)pyridin-2-yl)amino)phenyl)-1,1,1-trifluoromethanesulfonamide NC=1SC(=C(N1)C1=CC=CC=C1)OC1=CC(=NC=C1)NC=1C=C(C=CC1)NS(=O)(=O)C(F)(F)F